4-(4-amino-5-methyl-2-(1-methyl-1H-Pyrazol-4-yl)phenyl)piperazine-1-carboxylate NC1=CC(=C(C=C1C)N1CCN(CC1)C(=O)[O-])C=1C=NN(C1)C